(N-cyclohexylaminomethyl)-methyldiethoxysilane C1(CCCCC1)NC[Si](OCC)(OCC)C